trans-4-(((trans-4-(3-Cyano-4-methoxyphenyl)cyclohexyl)methyl)(4-(2-isopropyloxazol-4-yl)pyridine-2-yl)carbamoyl)cyclohexyl methylcarbamate CNC(O[C@@H]1CC[C@H](CC1)C(N(C1=NC=CC(=C1)C=1N=C(OC1)C(C)C)C[C@@H]1CC[C@H](CC1)C1=CC(=C(C=C1)OC)C#N)=O)=O